tert-butyl 4-(3-(2,5-dichloropyrimidin-4-yl)pyrazolo[1,5-a]pyridin-6-yl)piperidine-1-carboxylate ClC1=NC=C(C(=N1)C=1C=NN2C1C=CC(=C2)C2CCN(CC2)C(=O)OC(C)(C)C)Cl